COC=1C=C2CCNCC2=CC1NC1=NC=C2C(=N1)N(N=C2)[C@@H]2CC[C@H](CC2)O trans-4-(6-((6-methoxy-1,2,3,4-tetrahydroisoquinolin-7-yl)amino)-1H-pyrazolo[3,4-d]pyrimidin-1-yl)cyclohexan-1-ol